N-((5-chloro-6-((3-methylisoxazol-5-yl)methoxy)-1H-indol-2-yl)methyl)-3,3-difluoropropanamide ClC=1C=C2C=C(NC2=CC1OCC1=CC(=NO1)C)CNC(CC(F)F)=O